C(CN(CC(=O)OC)CC(=O)OC)N(CC(=O)OC)CC(=O)OC Tetramethyl ethylenediaminetetraacetate